FC1(CCC(CC1)N1CCC(CC1)N1N=CC2=CC(=CC=C12)B1OC(C(O1)(C)C)(C)C)F 1-(1-(4,4-difluorocyclohexyl)piperidin-4-yl)-5-(4,4,5,5-tetramethyl-1,3,2-dioxaBorol-2-yl)-1H-indazole